C(C)(C)(C)OC(=O)N[C@H](C(=O)OC)CC1=C(C=CC(=C1)Cl)N(C)C methyl (2S)-2-[(tert-butoxycarbonyl)amino]-3-[5-chloro-2-(dimethylamino)phenyl]propanoate